tert-butyl N-[(3R)-1-[5-(3-cyano-4-hydroxy-pyrazolo[1,5-a]pyridin-6-yl)-2-pyridyl]pyrrolidin-3-yl]carbamate C(#N)C=1C=NN2C1C(=CC(=C2)C=2C=CC(=NC2)N2C[C@@H](CC2)NC(OC(C)(C)C)=O)O